O1C=CC=2C1=NC=CC2 Furano(2,3-b)pyridine